ethyl-(1-(aminomethyl)cyclohexyl)glycine C(C)N(CC(=O)O)C1(CCCCC1)CN